(3S)-1-[7-[[6-(Trifluoromethyl)-3-pyridyl]methyl]-2-azaspiro[3.5]nonane-2-carbonyl]pyrrolidine-3-carboxamide FC(C1=CC=C(C=N1)CC1CCC2(CN(C2)C(=O)N2C[C@H](CC2)C(=O)N)CC1)(F)F